(3-methoxy-3-methyl-6-phenyl-1,2-dioxan-4-yl)methyl alcohol COC1(OOC(CC1CO)C1=CC=CC=C1)C